NC=1C2=C(N=CN1)N(C(=C2C2=CC(=C(C=C2)N=S2(CCC2)=O)Cl)C2=C(C=C(C=C2)N)Cl)C([2H])([2H])[2H] 1-((4-(4-amino-6-(4-amino-2-chlorophenyl)-7-(methyl-d3)-7H-pyrrolo[2,3-d]pyrimidin-5-yl)-2-chlorophenyl)imino)-1λ6-thietane-1-oxide